CC1(OC=2C(=NC(=CC2)C=2C(=CC(=NC2)NC(C)=O)NC2=NC(=CC(=C2)CN2C(SCC2=O)=O)S(=O)(=O)C)OC1)C N-(5-(2,2-dimethyl-2,3-dihydro-[1,4]dioxino[2,3-b]pyridin-6-yl)-4-((4-((2,4-dioxothiazolidin-3-yl)methyl)-6-(methylsulfonyl)pyridin-2-yl)amino)pyridin-2-yl)acetamide